2-(4-(6-((4-cyano-2-fluorobenzyl)oxy)pyridin-2-yl)-2,5-difluorobenzyl)-1-(pyrrolidin-1-yl)-1H-benzo[d]imidazole-6-carboxylic acid C(#N)C1=CC(=C(COC2=CC=CC(=N2)C2=CC(=C(CC3=NC4=C(N3N3CCCC3)C=C(C=C4)C(=O)O)C=C2F)F)C=C1)F